FC1=CC=C(C=C1)C#CC=1C=C(C(=O)N)C=CC1 3-((4-fluorophenyl)ethynyl)benzamide